2-[(5-bromo-4-chloro-pyrrolo[2,3-d]pyrimidin-7-yl)methoxy]ethyl-trimethylsilane BrC1=CN(C=2N=CN=C(C21)Cl)COCC[Si](C)(C)C